[Rb].NCCCCN1CCN(CC1)C(=O)N 4-(4-aminobutyl)piperazin-amide rubidium